6-Methyl-5-(8-methyl-[1,2,4]triazolo[1,5-a]pyridin-6-yl)-1-((1S,4S)-4-((tetrahydro-2H-pyran-4-yl)amino)cyclohexyl)-1,3-dihydro-2H-benzo[d]imidazol-2-on CC=1C(=CC2=C(N(C(N2)=O)C2CCC(CC2)NC2CCOCC2)C1)C=1C=C(C=2N(C1)N=CN2)C